O=C1N(C(C2=CC=CC=C12)=O)CCCCCCCCOCC(=O)OC(C)(C)C Tert-butyl 2-[8-(1,3-dioxoisoindolin-2-yl)octoxy]acetate